S1C=NC2=C1C=CC(=C2)CN(C(=O)[C@H]2N(CCC2)S(=O)(=O)C2=CC=C(C)C=C2)[C@H]2C[C@@H]1C[C@@H]1CC2 (S)-1-(Toluene-4-sulfonyl)-pyrrolidine-2-carboxylic acid benzothiazol-5-ylmethyl-(1S,3R,6S)-bicyclo[4.1.0]hept-3-yl-amide